N-[(2S)-2-[[(2S)-2-amino-5-guanidino-pentanoyl]amino]propyl]-4-[[3-(2,3-difluoro-4-methoxy-phenyl)imidazo[1,2-a]pyrazin-8-yl]amino]-2-ethyl-benzamide formate C(=O)O.N[C@H](C(=O)N[C@H](CNC(C1=C(C=C(C=C1)NC=1C=2N(C=CN1)C(=CN2)C2=C(C(=C(C=C2)OC)F)F)CC)=O)C)CCCNC(=N)N